C1CCC2C(C1)C(=O)NC2=O 1,2-Cyclohexanedicarboximide